BrC1=CC(=C(C(=O)O)C=C1)C1(CC(C1)(F)F)C#N 4-bromo-2-(1-cyano-3,3-difluoro-cyclobutyl)benzoic acid